2,9-di(naphthalen-2-yl)-4,7-diphenyl-1,10-phenanthroline C1=C(C=CC2=CC=CC=C12)C1=NC2=C3N=C(C=C(C3=CC=C2C(=C1)C1=CC=CC=C1)C1=CC=CC=C1)C1=CC2=CC=CC=C2C=C1